ClC1=C(C=C(C=C1)Cl)C1=NC(=NC=C1)C(=O)NC1=C(C=C(C=C1C)CNC(C)=O)C 4-(2,5-Dichlorophenyl)-N-[4-(acetamidomethyl)-2,6-dimethylphenyl]pyrimidine-2-carboxamide